5-[4-(6-chloro-5-fluoro-indolin-1-yl)quinazolin-6-yl]-3-methylsulfonyl-pyridin-2-amine ClC1=C(C=C2CCN(C2=C1)C1=NC=NC2=CC=C(C=C12)C=1C=C(C(=NC1)N)S(=O)(=O)C)F